3-[4-chloro-5-methyl-3-(trifluoromethyl)pyrazol-1-yl]-N-(2-methyl-1,3-benzoxazol-6-yl)benzamide ClC=1C(=NN(C1C)C=1C=C(C(=O)NC2=CC3=C(N=C(O3)C)C=C2)C=CC1)C(F)(F)F